CN1CC(C1)(C)[C@@](C=1C=C(C=NC1)C1=NOC(=N1)C1(CCN(CC1)C(C)=O)CC)(C1=CC=C(C=C1)C(C)C)O 1-[4-(3-{5-[(R)-(1,3-dimethyl-azetidin-3-yl)-hydroxy-(4-isopropyl-phenyl)-methyl]-pyridin-3-yl}-[1,2,4]Oxadiazol-5-yl)-4-ethyl-piperidin-1-yl]-ethanone